FC1=C(C(=CC(=C1)F)OCCOC)C1=C(N=C(C2=CN=CC=C12)O)C1=NN2C([C@H](N(CC2)C(=O)OC(C)(C)C)C)=C1 tert-butyl (4R)-2-[4-[2,4-difluoro-6-(2-methoxyethoxy)phenyl]-1-hydroxy-2,7-naphthyridin-3-yl]-4-methyl-6,7-dihydro-4H-pyrazolo[1,5-a]pyrazine-5-carboxylate